C(C1=CC=CC=C1)OC(=O)N1CC(C(CCC1)(C)F)NC(=O)OCC1=CC=CC=C1 3-(((benzyloxy)carbonyl)amino)-4-fluoro-4-methylazepan-1-carboxylic acid benzyl ester